distearyl-adipoamide C(CCCCCCCCCCCCCCCCC)C(C(=O)N)(CCCC(=O)N)CCCCCCCCCCCCCCCCCC